C(C)(C)C1=CC=C(C=C1)C=1N=C2N(C=CC=C2)C1CN1CCN(CC1)C(=O)C1=NC(=CC=C1)OC (4-{[2-(4-isopropylphenyl)imidazo[1,2-a]pyridin-3-yl]methyl}piperazin-1-yl)(6-methoxypyridin-2-yl)methanone